(1S,3R,4S)-N-((R)-1-cyano-2-((R)-2-oxopiperidin-3-yl)ethyl)-5,5-difluoro-2-((R)-2-hydroxy-2-phenylacetyl)-2-azabicyclo[2.2.2]octane-3-carboxamide C(#N)[C@@H](C[C@@H]1C(NCCC1)=O)NC(=O)[C@@H]1N([C@@H]2CC([C@H]1CC2)(F)F)C([C@@H](C2=CC=CC=C2)O)=O